ClC=1C=CC(=C(C1)C1=CC=C(C(=N1)[N+](=O)[O-])O)F 6-(5-chloro-2-fluorophenyl)-2-nitropyridin-3-ol